1-chloro-3-(2-chlorophenyl)-2-(4-fluorophenyl)-2-propanol ClCC(CC1=C(C=CC=C1)Cl)(O)C1=CC=C(C=C1)F